(3R,4S)-3-cyclopropyl-4-methyl-1-(6-(1-(1-methylpyrrolidin-3-yl)-1H-pyrazol-4-yl)pyrrolo[1,2-b]pyridazin-4-yl)-2-oxopyrrolidine-3-carbonitrile C1(CC1)[C@]1(C(N(C[C@H]1C)C=1C=2N(N=CC1)C=C(C2)C=2C=NN(C2)C2CN(CC2)C)=O)C#N